[3-(azetidin-3-ylmethyl)-6-(2-chloro-5-fluorophenyl)-2-methyl-8-oxo-7,8-dihydro-6H-pyrrolo[4,3-g]indazol-5-yl]-5-fluoro-3-(trifluoromethyl)benzamide N1CC(C1)CC=1N(N=C2C3=C(C(=CC12)C1=C(C(=O)N)C=C(C=C1C(F)(F)F)F)C(NC3=O)C3=C(C=CC(=C3)F)Cl)C